tert-butyl (E)-(4-(dimethylamino)-4-oxobut-2-en-1-yl)(2-((6-iodopyridin-3-yl)oxy)ethyl)carbamate CN(C(/C=C/CN(C(OC(C)(C)C)=O)CCOC=1C=NC(=CC1)I)=O)C